tert-Butyl((1S,2R)-1-hydroxy-1-(3-methoxyphenyl)propan-2-yl)carbamate C(C)(C)(C)OC(N[C@@H]([C@H](C1=CC(=CC=C1)OC)O)C)=O